2-(5-(3-Isopropyl-2-(8-methoxy-[1,2,4]triazolo[1,5-a]pyridin-6-yl)-1H-indol-5-yl)hexahydrocyclopenta[c]pyrrol-2(1H)-yl)-N,N-dimethylacetamid C(C)(C)C1=C(NC2=CC=C(C=C12)C1CC2C(CN(C2)CC(=O)N(C)C)C1)C=1C=C(C=2N(C1)N=CN2)OC